N-ethylpropionamide C(C)NC(CC)=O